C(C)(C)(CC)OOC1(CCCCC1)OOC(C)(C)CC 1,1-di(t-amylperoxy)-cyclohexane